6-((6-methoxypyridin-3-yl)thio)phthalazin-1(2H)-one COC1=CC=C(C=N1)SC=1C=C2C=NNC(C2=CC1)=O